C(CCC)[C@H]1N(S(C2=C(N(C1)C1=CC=C(C=C1)F)C=C(C(=C2)O\C=C(\C(=O)O)/F)SC)(=O)=O)C (R)-(Z)-3-((3-butyl-5-(4-fluorophenyl)-2-methyl-7-(methylthio)-1,1-dioxido-2,3,4,5-tetrahydro-1,2,5-benzothiadiazepin-8-yl)oxy)-2-fluoroacrylic acid